2-({4-carboxy-2',4'-dichloro-[1,1'-biphenyl]-3-yl}carbamoyl)-5-hydroxybenzene-1,4-dicarboxylic acid C(=O)(O)C1=C(C=C(C=C1)C1=C(C=C(C=C1)Cl)Cl)NC(=O)C1=C(C=C(C(=C1)C(=O)O)O)C(=O)O